C(C1=CC=CC=C1)OC1=C(C(=C(C(=C1)C)C1=CCCCC1)F)F 1-benzyloxy-4-(cyclohexen-1-yl)-2,3-difluoro-5-methyl-benzene